5-(2-aminoethoxy)nicotinaldehyde NCCOC=1C=NC=C(C=O)C1